(R)-4-(7-(4-bromo-3-(trifluoromethyl)benzoyl)-6-methyl-2-((2-methylbut-3-en-2-yl)amino)-4-oxo-5,6,7,8-tetrahydropyrido[3,4-d]pyrimidin-3(4H)-yl)-N-methylbenzamide BrC1=C(C=C(C(=O)N2CC=3N=C(N(C(C3C[C@H]2C)=O)C2=CC=C(C(=O)NC)C=C2)NC(C)(C=C)C)C=C1)C(F)(F)F